4-((4-amino-3-methylphenyl)amino)-N-(3-(dimethylamino)propyl)pyrrolo[2,1-f][1,2,4]triazine-5-carboxamide NC1=C(C=C(C=C1)NC1=NC=NN2C1=C(C=C2)C(=O)NCCCN(C)C)C